N-[1-(1-naphthyl)ethyl]-3-[3-(trifluoromethyl)phenyl]propan-1-amine hydrochloride Cl.C1(=CC=CC2=CC=CC=C12)C(C)NCCCC1=CC(=CC=C1)C(F)(F)F